FC1=C(C=CC=C1)NC(CN1C=NC2=CC=C(C=C2C1=O)[N+](=O)[O-])=O N-(2-fluorophenyl)-2-(6-nitro-4-oxoquinazolin-3(4H)-yl)acetamide